2-(4-{[4-(2-methoxyethyl)piperazin-1-yl]methyl}phenyl)-3,4-dihydroquinazolin-4-one COCCN1CCN(CC1)CC1=CC=C(C=C1)C1=NC2=CC=CC=C2C(N1)=O